ethyl 7-bromo-1-methyl-4-oxo-quinolizine-3-carboxylate BrC1=CN2C(C(=CC(=C2C=C1)C)C(=O)OCC)=O